CC1(C(C1)C(=O)O)C (+)-2,2-dimethylcyclopropanecarboxylic acid